ON1C(C=CC=C1)=O 1-Hydroxy-2(1H)-Pyridinone